C(C[C@@H](C(=O)N)N)CN=C(N)N The molecule is an amino acid amide resulting from the formal condensation of the carboxy group of L-arginine with ammonia. It is an amino acid amide, a member of guanidines and a L-arginine derivative. It is a conjugate base of a L-arginine amide(1+).